(14S,17S)-1-azido-14-(4-((4-methylpyridin-2-yl)amino)butanamido)-17-(4-(naphthalen-1-yl)phenyl)-15-oxo-3,6,9,12-tetraoxa-16-azanonadecan-19-oic acid N(=[N+]=[N-])CCOCCOCCOCCOC[C@@H](C(N[C@@H](CC(=O)O)C1=CC=C(C=C1)C1=CC=CC2=CC=CC=C12)=O)NC(CCCNC1=NC=CC(=C1)C)=O